C(#N)C=1C=C(C=CC1)CS(=O)(=O)NC1CCC(CC1)N(C)C1=NC=CC(=N1)NC1=NNC(=C1)C1CC1 1-(3-cyanophenyl)-N-((1R,4R)-4-((4-((5-cyclopropyl-1H-pyrazol-3-yl)amino)pyrimidin-2-yl)(methyl)amino)cyclohexyl)methanesulfonamide